(2-fluorophenyl)-N-{4-(4-cyclopropyl-1H-imidazol-1-yl)-3-[(2,4-dimethoxybenzyl)-sulfamoyl]phenyl}acetamide FC1=C(C=CC=C1)CC(=O)NC1=CC(=C(C=C1)N1C=NC(=C1)C1CC1)S(NCC1=C(C=C(C=C1)OC)OC)(=O)=O